ClC=1C=C(C(=O)N2CC=3C(=NN4C3C(N(C[C@H]4C)[C@H](C)C4=NC=CC(=C4)F)=O)C[C@H]2C)C=CC1Cl |o1:18| (3R,7R)-2-(3,4-dichlorobenzoyl)-9-((R*)-1-(4-fluoropyridin-2-yl)ethyl)-3,7-dimethyl-1,2,3,4,8,9-hexahydropyrido[4',3':3,4]pyrazolo[1,5-a]pyrazin-10(7H)-one